(2S,5R)-1-(2'-methoxy-[1,1'-biphenyl]-4-carbonyl)-5-(2-methoxyphenyl)pyrrolidine-2-carboxylic acid COC1=C(C=CC=C1)C1=CC=C(C=C1)C(=O)N1[C@@H](CC[C@@H]1C1=C(C=CC=C1)OC)C(=O)O